N-((8-chloro-1,2,3,5,6,7-hexahydro-s-indacen-4-yl)carbamoyl)-5-((((1-hydroxycyclobutyl)methyl)(methyl)amino)methyl)-1-methyl-1H-pyrazole-3-sulfonamide ClC=1C=2CCCC2C(=C2CCCC12)NC(=O)NS(=O)(=O)C1=NN(C(=C1)CN(C)CC1(CCC1)O)C